CN1N=NC2=C1C=CC(=C2C)C(C(C(=O)O)(C)C)C2=CC(=C(C=C2)C)CN2C[C@H](OC1=C(C2)C=CC2=CC=CC=C21)CC 3-(1,4-dimethyl-1H-benzo[d][1,2,3]triazol-5-yl)-3-(3-(((R)-2-ethyl-2,3-dihydronaphtho[2,1-f][1,4]oxazepin-4(5H)-yl)methyl)-4-methylphenyl)-2,2-dimethylpropionic acid